C(C(O)CO)(=O)O[C@H]1[C@@H](O)[C@@H](O)[C@H](O)[C@H](O1)CO β-mannosyl glycerate